(3',4'-difluoro-[1,1'-biphenyl]-4-yl)ethan-1-amine hydrochloride Cl.FC=1C=C(C=CC1F)C1=CC=C(C=C1)C(C)N